C(C)(C)(C)OC(C(C)OCCN)=O 2-(2-aminoethoxy)propanoic acid tert-butyl ester